FC1=C(C=CC=C1F)C(=C)C=1C2=C(C(N(C1)C)=O)N(C=C2)S(=O)(=O)CC2=CC=CC=C2 4-(1-(2,3-difluorophenyl)vinyl)-6-methyl-1-toluenesulfonyl-1,6-dihydro-7H-pyrrolo[2,3-c]pyridin-7-one